OCCCCCC#CC1=CC2=C(N(C(N2C)=O)N2CCCCC2)C=C1 [5-(7-hydroxyhept-1-ynyl)-3-methyl-2-oxo-benzimidazol-1-yl]Piperidine